6-ethyl-1-(1-methylcyclopropyl)-[1,2,4]triazolo[4,3-a]quinoxalin-4(5H)-one C(C)C1=C2NC(C=3N(C2=CC=C1)C(=NN3)C3(CC3)C)=O